tert-butyl 7-formyl-3,4-dihydro-1H-2,6-naphthyridine-2-carboxylate C(=O)C1=NC=C2CCN(CC2=C1)C(=O)OC(C)(C)C